1-[2-(4-chlorophenyl)-3-(pyridin-4-yl)-6,7-dihydropyrazolo[1,5-a]pyrazin-5(4H)-yl]prop-2-en-1-one ClC1=CC=C(C=C1)C1=NN2C(CN(CC2)C(C=C)=O)=C1C1=CC=NC=C1